2-(4-chlorophenoxy)-2-methylpropanehydrazide ClC1=CC=C(OC(C(=O)NN)(C)C)C=C1